N,N-dinonyl-2-aminocaprylic acid nonyl ester C(CCCCCCCC)OC(C(CCCCCC)N(CCCCCCCCC)CCCCCCCCC)=O